[4-(2-amino-5-fluoroquinazolin-6-yl)-3-fluoropyridin-2-yl]-5-chloro-2-methoxypyridine-3-sulfonamide NC1=NC2=CC=C(C(=C2C=N1)F)C1=C(C(=NC=C1)C1=C(C(=NC=C1Cl)OC)S(=O)(=O)N)F